N-(1-(4,4-difluorocyclohexyl)-6-(4-(trifluoromethyl)phenyl)-1H-pyrazolo[3,4-d]pyrimidin-4-yl)-5-nitrothiophene-2-carboxamide FC1(CCC(CC1)N1N=CC=2C1=NC(=NC2NC(=O)C=2SC(=CC2)[N+](=O)[O-])C2=CC=C(C=C2)C(F)(F)F)F